FC1=C(CBr)C(=C(C=C1F)F)F 2,3,5,6-tetrafluorobenzyl bromide